(4-(6-((1-(2-chloro-4-(oxazol-5-yl)benzyl)-4-hydroxypiperidin-4-yl)methyl)-2-methyl-7-oxo-6,7-dihydro-2H-pyrazolo[4,3-d]pyrimidin-3-yl)benzyl)carbamic acid tert-butyl ester C(C)(C)(C)OC(NCC1=CC=C(C=C1)C=1N(N=C2C1N=CN(C2=O)CC2(CCN(CC2)CC2=C(C=C(C=C2)C2=CN=CO2)Cl)O)C)=O